6-(3-(6,7-dihydropyrazolo[1,5-a]pyrimidin-4(5H)-yl)-7,8-dihydro-1,6-naphthyridin-6(5H)-yl)-5-methyl-N-((3-methylpyridin-4-yl)methyl)pyridazine-3-carboxamide N1=CC=C2N1CCCN2C=2C=NC=1CCN(CC1C2)C2=C(C=C(N=N2)C(=O)NCC2=C(C=NC=C2)C)C